C1(CC1)N1C=C(C2=CC=CC=C12)C1=NC(=NC=C1C=1C=NC=CC1)NC=1C(=CC(=C(C1)NC(C=C)=O)N1C[C@@H]2CN(C[C@@H]2C1)C)OC N-(5-((4-(1-Cyclopropyl-1H-indol-3-yl)-5-(pyridin-3-yl)pyrimidin-2-yl)amino)-4-methoxy-2-((3aR,6aS)-5-methylhexahydropyrrolo[3,4-c]pyrrol-2(1H)-yl)phenyl)acryl-amide